BrC=1C=NC=C(C1)C=1SC=C(N1)C 3-Bromo-5-(4-methyl-thiazol-2-yl)-pyridine